[Cl-].[Cl-].C1(=CC=CC=C1)C(C1=CC=CC=C1)=[Zr+2](C1=C(C=CC=2C3=CC=C(C=C3CC12)C(C)(C)C)C(C)(C)C)C1C=C(C=C1CC)C(C)(C)C diphenylmethylene(3-tert-butyl-5-ethylcyclopentadienyl)(2,7-di-tert-butylfluorenyl)zirconium dichloride